The molecule is a dihydroxydocosahexaenoate that is the conjugate base of aspirin-triggered protectin D1, obtained by deprotonation of the carboxy group; major species at pH 7.3. It is a conjugate base of an aspirin-triggered protectin D1. CC/C=C\\C[C@H](/C=C\\C=C\\C=C\\[C@@H](C/C=C\\C/C=C\\CCC(=O)[O-])O)O